3-(4-chloro-1H-indol-6-yl)-1-{[4-(trifluoromethyl)pyridin-2-yl]methyl}urea ClC1=C2C=CNC2=CC(=C1)NC(NCC1=NC=CC(=C1)C(F)(F)F)=O